2-(4-(4-(aminomethyl)-1-oxo-1,2-dihydroisoquinolin-6-yl)-1-methyl-1H-pyrazol-5-yl)-4-methyl-1-naphthonitrile hydrochloride Cl.NCC1=CNC(C2=CC=C(C=C12)C=1C=NN(C1C1=C(C2=CC=CC=C2C(=C1)C)C#N)C)=O